C(C)(C)(C)OC(=O)N1C[C@@H](CCC1)NC1=NN=C(C2=CC=CC=C12)Cl (R)-3-((4-chlorophthalazin-1-yl)amino)piperidine-1-carboxylic acid tert-butyl ester